CN(C1(CCC(CC1)=O)C1=NN(C=C1)C)C 4-Dimethylamino-4-(1-methyl-1H-pyrazol-3-yl)-cyclohexan-1-one